2-(4-((4-oxaspiro[2.4]heptan-6-yl)amino)pyrido[3,4-d]pyridazin-1-yl)-5-(trifluoromethyl)phenol C1CC12OCC(C2)NC=2N=NC(=C1C2C=NC=C1)C1=C(C=C(C=C1)C(F)(F)F)O